C(C)(C)(C)OC(=O)N[C@@H](CC1=CC=C(C=C1)I)CO (S)-N-tert-butoxycarbonyl-4-iodophenylalaninol